2-phenyl-6-(trifluoromethyl)benzothiazole methyl-(2S)-2-{[(tert-butoxy)carbonyl]amino}-3-(4-carbamoyl-3-fluorophenyl)propanoate COC([C@H](CC1=CC(=C(C=C1)C(N)=O)F)NC(=O)OC(C)(C)C)=O.C1(=CC=CC=C1)C=1SC2=C(N1)C=CC(=C2)C(F)(F)F